acetic acid [(2r,3r,4r,5r)-4-acetoxy-2-[(2-methylpropanamido) methyl]-5-[2-(2-methyl-propionyl-amino)-6-oxo-1H-purin-9-yl] tetrahydrofuran-3-yl] ester C(C)(=O)O[C@@H]1[C@@H]([C@H](O[C@H]1N1C=2N=C(NC(C2N=C1)=O)NC(C(C)C)=O)CNC(C(C)C)=O)OC(C)=O